O1[C@H](COC2=C1C=CC=C2)C2=CC=C(CN[C@H]1[C@H](CCCC1)C(=O)N)C=C2 (1S,2R)-2-({4-[(2S)-2,3-dihydro-1,4-benzodioxin-2-yl]benzyl}amino)cyclohexanecarboxamide